tert-butyl 3-amino-8-(2,2,2-trifluoroacetyl)-1,8-diazaspiro[4.5]decane-1-carboxylate NC1CN(C2(C1)CCN(CC2)C(C(F)(F)F)=O)C(=O)OC(C)(C)C